C(C1=CC=CC=C1)OCC1OCCN(C1)C=1C=CC2=C(N=C(O2)C2=C3C=C(N=CC3=C(N=C2)NC)NC(=O)C2CC2)C1 N-(5-(5-(2-((benzyloxy)methyl)morpholino)benzo[d]oxazol-2-yl)-8-(methylamino)-2,7-naphthyridin-3-yl)cyclopropanecarboxamide